FC(C=1C=C(OC2=C3C(C(C3=CC=C2)=O)(F)F)C=C(C1)F)F 2-[3-(difluoromethyl)-5-fluorophenoxy]-8,8-difluorobicyclo[4.2.0]oct-1,3,5-triene-7-one